2-(trifluoromethoxy)acetic acid 2,3,5,6-tetrafluorophenyl ester FC1=C(C(=C(C=C1F)F)F)OC(COC(F)(F)F)=O